[5-(difluoromethyl)-2-thienyl]methanone FC(C1=CC=C(S1)C=O)F